NC=1NC=C2C(=CC=3C(C12)=CC(NN(C3)C3=C(C=CC(=C3)F)Cl)=O)N 1,4-diamino-7-(2-chloro-5-fluorophenyl)-9-oxo-8,9-dihydro-7H-[1,2]diazepino[5,4-e]isoindole